FC1=C(C=CC(=C1)OC1=CC(=NC=C1)NC(=O)N1CCC(CC1)N1CCN(CC1)C)NC(=O)C1(CC1)C(=O)NC1=CC=C(C=C1)F 1-N'-[2-fluoro-4-[2-[[4-(4-methylpiperazin-1-yl)piperidine-1-carbonyl]amino]pyridin-4-yl]oxyphenyl]-1-N-(4-fluorophenyl)cyclopropane-1,1-dicarboxamide